5-cyano-1,2-dimethyl-N-(3-(oxazol-5-yl)-1H-indazol-5-yl)-6-oxo-1,6-dihydropyridine-3-carboxamide C(#N)C1=CC(=C(N(C1=O)C)C)C(=O)NC=1C=C2C(=NNC2=CC1)C1=CN=CO1